C1=CC=CC=2OC3=C(C21)C(=CC=C3)C3=NC=NC(=N3)C3=CC=CC2=C3C3=C(O2)C=CC=C3 4,6-bis(9-dibenzofuranyl)-1,3,5-triazine